C1(CC1)[C@H](C1=CC=2N(N=C1)C=C(N2)[C@@H](NC(=O)[C@@H]2[C@@H](C2)CF)C2CCC(CC2)(F)F)NC(CCC(F)(F)F)=O |o1:3,17,18| (1S*,2R*)-N-((S)-(7-((R*)-Cyclopropyl(4,4,4-trifluorobutanamido)methyl)imidazo[1,2-b]pyridazin-2-yl)(4,4-difluorocyclohexyl)methyl)-2-(fluoromethyl)cyclopropane-1-carboxamide